2-(4-methylpentyl)-9,10-dimethoxyanthracene CC(CCCC1=CC2=C(C3=CC=CC=C3C(=C2C=C1)OC)OC)C